methyl 1-(2-bromo-5-methylphenyl)piperidine-4-carboxylate BrC1=C(C=C(C=C1)C)N1CCC(CC1)C(=O)OC